4-amino-N-(methylsulfonyl)benzamide NC1=CC=C(C(=O)NS(=O)(=O)C)C=C1